OC(CCC#C)C 5-hydroxyhex-1-yn